N-[4-(3-Cyanophenyl)-5-(4-methylquinazolin-6-yl)thiazol-2-yl]-6-hydroxy-6-methyl-2-azaspiro[3.3]heptane-2-carboxamide C(#N)C=1C=C(C=CC1)C=1N=C(SC1C=1C=C2C(=NC=NC2=CC1)C)NC(=O)N1CC2(C1)CC(C2)(C)O